6-bromo-3-chloropyridin BrC1=CC=C(C=N1)Cl